COC1=C(C=C(COCC(C)N2CC(=C3N2C2=C(C=N3)CCN2)C(=O)NC(=O)OC(C)(C)C)C=C1)N 1-(((4-methoxy-3-aminobenzyl)oxy)propan-2-yl)-N-tert-butoxycarbonyl-7,8-dihydro-6H-pyrazolo[1,5-a]pyrrolo[3,2-e]pyrimidine-3-carboxamide